2-(o-tolyl)-1H-benzo[d]imidazol-5-amine C1(=C(C=CC=C1)C1=NC2=C(N1)C=CC(=C2)N)C